S1C2=C(C=C1)C(=CC=C2)N2CCN(CC2)CCCCOC2=CC=C1CCC(N(C1=C2)COC(CCCCCCC\C=C/C\C=C/CCCCC)=O)=O (9Z,12Z)-Octadeca-9,12-dienoic acid 7-[4-(4-benzo[b]thiophen-4-ylpiperazin-1-yl)butoxy]-2-oxo-3,4-dihydro-2H-quinolin-1-ylmethyl ester